NC1=C(C=C(C=N1)C1=CC=C(C=C1)C(=O)N1CCC(CC1)N)OCC1=C(C(=CC=C1F)F)Cl {4-[6-amino-5-(2-chloro-3,6-difluoro-benzyloxy)-pyridin-3-yl]-phenyl}-(4-amino-piperidin-1-yl)-methanone